4-(3-methylmorpholine-4-yl)-6-[4-pyrrolidin-1-ylsulfonyl-2-(trifluoromethyl)piperazin-1-yl]-1H-pyridin-2-one CC1N(CCOC1)C1=CC(NC(=C1)N1C(CN(CC1)S(=O)(=O)N1CCCC1)C(F)(F)F)=O